5-methyl-1-[[4-[5-(trifluoromethyl)-1,2,4-oxadiazol-3-yl]phenyl]methyl]pyrrolidin-2-one CC1CCC(N1CC1=CC=C(C=C1)C1=NOC(=N1)C(F)(F)F)=O